(S)-1-(2-iodophenyl)ethan-1-ol IC1=C(C=CC=C1)[C@H](C)O